C(CCC)(=O)C=1C=C2C(=CNC2=CC1)C1CCN2CCCC2C1 5-butanoyl-3-(octahydroindolizin-7-yl)-1H-indole